2-(1-cyclobutyl-1H-1,3-benzodiazol-2-yl)-1-methyl-4-[(1,2-oxazol-4-yl)carbamoyl]-6-oxo-1,6-dihydropyrimidin-5-yl-2,2-dimethylpropanoate C1(CCC1)N1C(=NC2=C1C=CC=C2)C=2N(C(C(=C(N2)C(NC=2C=NOC2)=O)OC(C(C)(C)C)=O)=O)C